(E)-5-(trans-4-((tert-butoxycarbonyl)amino)cyclohexyl)pent-2-enoic acid ethyl ester C(C)OC(\C=C\CC[C@@H]1CC[C@H](CC1)NC(=O)OC(C)(C)C)=O